(1-([1,1'-Biphenyl]-3-yl)cyclopropyl)-5-(2-(dimethylamino)ethoxy)-2-methyl-benzamide C1(=CC(=CC=C1)C1(CC1)C=1C(=C(C(=O)N)C=C(C1)OCCN(C)C)C)C1=CC=CC=C1